(1S,2R,5R)-5-(4-amino-7H-pyrrolo[2,3-d]pyrimidin-7-yl)-3-(((2-aminoquinolin-7-yl)thio)methyl)cyclopent-3-ene-1,2-diol NC=1C2=C(N=CN1)N(C=C2)[C@@H]2C=C([C@H]([C@H]2O)O)CSC2=CC=C1C=CC(=NC1=C2)N